COC1=C(C=C(C=C1)[N+](=O)[O-])S(=O)(=O)Cl 2-methoxy-5-nitrobenzene-1-sulfonyl chloride